(S)-2-(4-(6-amino-5-carbamoylpyridin-3-yl)benzylamino)-5-cyano-N-(1-(4-fluorophenyl)ethyl)nicotinamide NC1=C(C=C(C=N1)C1=CC=C(CNC2=C(C(=O)N[C@@H](C)C3=CC=C(C=C3)F)C=C(C=N2)C#N)C=C1)C(N)=O